C1(CCCCC1)C[C@@H](C(=O)OC)NC(=O)OCCCCC Methyl (S)-3-cyclohexyl-2-(((pentyloxy)carbonyl)amino)propanoate